C(C1=CC=CC=C1)OC=1C(=CC(=NC1)OC1=C(C=C(C=C1Cl)N1N=C(C(NC1=O)=O)C(F)F)Cl)S(=O)(=O)CC 2-[4-[(5-benzyloxy-4-ethylsulfonyl-2-pyridyl)oxy]-3,5-dichloro-phenyl]-6-(difluoromethyl)-1,2,4-triazine-3,5-dione